COC1=CC=C(C(C2=CC=C(C=C2)OC)(C2=CC=CC=C2)OC[C@@H]2[C@H](C[C@@H](O2)N2C(=O)N=C(NC(C(CCCCCCCCC)CCCCCCC)=O)C=C2)O)C=C1 5'-O-(4,4'-dimethoxytrityl)-N4-(2-heptyl-1-undecanoyl)-2'-deoxycytidine